ClC=1C=C(C=CC1F)NC(=O)C1=C(N=CN1C)C1CC2CC(CC2C1)(O)C#CC1(CC(C1)(F)F)O N-(3-chloro-4-fluorophenyl)-4-(5-((3,3-difluoro-1-hydroxycyclobutyl)ethynyl)-5-hydroxyoctahydropentalen-2-yl)-1-methyl-1H-imidazole-5-carboxamide